1,3-bis(2-isocyano-2-propyl)benzene [N+](#[C-])C(C)(C)C1=CC(=CC=C1)C(C)(C)[N+]#[C-]